Francium tetradecanoate C(CCCCCCCCCCCCC)(=O)[O-].[Fr+]